C(C)(=O)OCC1=C[C@H]([C@H]2[C@@H]1OC(O2)(C)C)N2C(N(C(C=C2)=O)C(C2=CC=CC=C2)=O)=O ((3aS,4R,6aR)-4-(3-benzoyl-2,4-dioxo-3,4-dihydropyrimidin-1(2H)-yl)-2,2-dimethyl-3a,6a-dihydro-4H-cyclopenta[d][1,3]dioxol-6-yl)methyl acetate